2,3,6-trihydroxyanthraquinone tert-butyl-((5-chloro-7-(5-(2-cyanophenyl)-1-methyl-1H-pyrazol-4-yl)-4-oxo-3,4-dihydrophthalazin-1-yl)methyl)carbamate C(C)(C)(C)N(C(O)=O)CC1=NNC(C2=C(C=C(C=C12)C=1C=NN(C1C1=C(C=CC=C1)C#N)C)Cl)=O.OC1=CC=2C(C3=CC=C(C=C3C(C2C=C1O)=O)O)=O